Methyl 5-chloro-2-((thiazolo[5,4-c]pyridine-carboxamido)methyl)benzofuran-7-carboxylate ClC=1C=C(C2=C(C=C(O2)CNC(=O)C=2SC=3C=NC=CC3N2)C1)C(=O)OC